C(C)OC(CCC(=O)C=1SC2=C(C1)C(=C(C(=C2)OC)OCCCOC=2C(=C1CN(CC1=CC2OC)C(CCC(=O)O[C@H](CN)C)=O)F)F)=O ethyl-4-[5-[3-[2-[4-[(1S)-2-amino-1-methyl-ethoxy]-4-oxo-butanoyl]-4-fluoro-6-methoxy-isoindolin-5-yl] oxypropoxy]-4-fluoro-6-methoxy-benzothiophen-2-yl]-4-oxo-butanoate